C[Si](C)(C)C#CC1=CC2=C(NN=N2)C=C1 5-((trimethylsilyl)ethynyl)-1H-benzo[d][1,2,3]triazole